2-(2-fluoropyridin-4-yl)-1,3-dimethoxypropan-2-ol FC1=NC=CC(=C1)C(COC)(COC)O